NC1=NC=C(C=C1C1=CC=C(C(=O)N(C)C)C=C1)Br 4-(2-amino-5-bromo-3-pyridinyl)-N,N-dimethyl-benzamide